C(#N)C[C@@H](C1=NC=C(C=C1)S(=O)(=O)CC)NC(C1=CC=C(C=C1)N1[C@@H](C[C@@H](C1)OC1=CC=C(C=C1)C(F)(F)F)COC(F)F)=O N-((S)-2-cyano-1-(5-(ethylsulfonyl)pyridin-2-yl)ethyl)-4-((2S,4S)-2-((difluoromethoxy)methyl)-4-(4-(trifluoromethyl)phenoxy)pyrrolidin-1-yl)benzamide